Cl.Cl.FC=1C=C(C=C(C1)F)C=1SC=C(N1)C[C@@H]1NCC[C@@H]1NS(=O)(=O)C N-(cis-2-((2-(3,5-difluorophenyl)-1,3-thiazol-4-yl)methyl)pyrrolidin-3-yl)methanesulfonamide dihydrochloride